dimethyl-2,2'-(2,2'-dimethyl-[1,1'-biphenyl]-3,3'-diyl)bis(6-(difluoromethoxy)benzo[d]oxazole-5-carboxylate) COC(=O)C=1C(=CC2=C(N=C(O2)C=2C(=C(C=CC2)C2=C(C(=CC=C2)C=2OC3=C(N2)C=C(C(=C3)OC(F)F)C(=O)OC)C)C)C1)OC(F)F